3-(6-(Bromomethyl)pyrazin-2-yl)piperidine-2,6-dione BrCC1=CN=CC(=N1)C1C(NC(CC1)=O)=O